CC=1SC=CC1C 2,3-dimethyl-thiophene